Cl.Cl.C1=NC=CC=2C(=CC=CC12)S(=O)(=O)N1[C@@H](CNCC1)C |r| (+/-)-1-(5-Isoquinolinesulfonyl)-2-methylpiperazine dihydrochloride